NC1=C(C)C(=CC(C1)(CC)N)CC 2,4-diamino-4,6-diethyltoluene